N-(6-(2-(4-chlorophenyl)-2,2-difluoroacetyl)pyridin-3-yl)-2-(4-(ethylsulfonyl)phenyl)acetamide ClC1=CC=C(C=C1)C(C(=O)C1=CC=C(C=N1)NC(CC1=CC=C(C=C1)S(=O)(=O)CC)=O)(F)F